ClC1=CC(=C2C(=N1)C(=C(S2)[C@@H]2[C@@H](CCCC2)[N+](=O)[O-])I)N(C(OC(C)(C)C)=O)CC=2SC=CC2 tert-butyl N-[5-chloro-3-iodo-2-[(1S,2R)-2-nitrocyclohexyl]thieno[3,2-b]pyridin-7-yl]-N-(2-thienylmethyl)carbamate